C1=CC(=CC=2OC3=C(C21)C=CC=C3)C3=CC=C(C=C3)N(C=3C2=CC=CC=C2C=2C=CC=CC2C3)C3=CC=C(C=C3)C3=CC2=CC=CC=C2C=C3 4-(dibenzofuran-3-yl)phenyl-4-(naphthalene-2-yl)phenyl-phenanthren-9-yl-amine